C(C1=CC=CC=C1)N[C@H]1[C@H]2N([C@H]2CC1)C(=O)OC(C)(C)C |r| tert-Butyl rac-(1R,2R,5S)-2-(benzylamino)-6-azabicyclo[3.1.0]hexane-6-carboxylate